CN(CCOC=1C=C(C=CC1)C1=CCC(CN1C(=O)OC(C)(C)C)C)C tert-butyl 6-(3-(2-(dimethylamino)ethoxy)phenyl)-3-methyl-3,4-dihydropyridine-1(2H)-carboxylate